9-((4-(diethylamino)butanoyl)oxy)heptadecane-1,17-diyl bis(4,4-bis(octylthio) butanoate) C(CCCCCCC)SC(CCC(=O)OCCCCCCCCC(CCCCCCCCOC(CCC(SCCCCCCCC)SCCCCCCCC)=O)OC(CCCN(CC)CC)=O)SCCCCCCCC